(3Z)-1-chloro-3-nonene ClCC\C=C/CCCCC